3-(6-Acetamido-3-pyridyl)-1-sulfamoyl-pyrrole-2-carboxylic acid C(C)(=O)NC1=CC=C(C=N1)C1=C(N(C=C1)S(N)(=O)=O)C(=O)O